tert-Butyl (5-(4-(morpholine-4-carbonyl)phenyl)-7-(trifluoromethyl)benzofuran-2-yl)methylcarbamate N1(CCOCC1)C(=O)C1=CC=C(C=C1)C=1C=C(C2=C(C=C(O2)CNC(OC(C)(C)C)=O)C1)C(F)(F)F